1-(3-methyl-1-butene-2-yl)-1,3-dihydro-2H-imidazo[4,5-g]quinolin-2-one CC(C(=C)N1C(NC=2C1=CC=1C=CC=NC1C2)=O)C